CC(=C)C1=CC=CC=C1 trans-β-Methylstyrol